CC1CN(CC(C1)C)C=1N=C(C2=C(C=NNC2=O)N1)NC1=CC=C(C=C1)N1CCC(CC1)C(C(C)(C)O)=O 2-(3,5-dimethylpiperidin-1-yl)-4-((4-(4-(2-hydroxy-2-methylpropanoyl)piperidin-1-yl)phenyl)amino)pyrimido[4,5-d]pyridazin-5(6H)-one